tert-butyl (S)-4-(7-(5-chloro-2-fluorophenyl)-6-cyclopropyl-1-(2-isopropyl-4-methylpyridin-3-yl)-2-oxo-1,2-dihydropyrido[2,3-d]pyrimidin-4-yl)-3-methylpiperazine-1-carboxylate ClC=1C=CC(=C(C1)C=1C(=CC2=C(N(C(N=C2N2[C@H](CN(CC2)C(=O)OC(C)(C)C)C)=O)C=2C(=NC=CC2C)C(C)C)N1)C1CC1)F